1-ethyl-6-fluoro-1,4-dihydro-4-oxo-7-(1-piperazinyl)-1,8-naphthyridine-3-carboxylic acid sesquihydrate O.C(C)N1C=C(C(C2=CC(=C(N=C12)N1CCNCC1)F)=O)C(=O)O.O.O.C(C)N1C=C(C(C2=CC(=C(N=C12)N1CCNCC1)F)=O)C(=O)O